4-Chloro-6-ethyl-2-(methylthio)pyrimidine ClC1=NC(=NC(=C1)CC)SC